C(#N)/C(/C(=O)[O-])=C\C1=CN(C2=NC=CC=C21)CC=2C=NC=CC2.[Na+] Sodium (E)-2-cyano-3-(1-(pyridin-3-ylmethyl)-1H-pyrrolo[2,3-b]pyridin-3-yl)acrylate